3-hydroxy-3-(4-(methylsulfonyl)phenyl)-2-nitropropionic acid OC(C(C(=O)O)[N+](=O)[O-])C1=CC=C(C=C1)S(=O)(=O)C